N1(C=NC=C1)CCOC=1C=CC(=C(C(=O)N[C@H](C)C2=CC(=CC(=C2)C=2C=NN(C2)C)C2=NN(C=C2)CC)C1)C (R)-5-(2-(1H-imidazol-1-yl)ethoxy)-N-(1-(3-(1-ethyl-1H-pyrazol-3-yl)-5-(1-methyl-1H-pyrazol-4-yl)phenyl)ethyl)-2-methylbenzamide